CC(CCC(C(=O)[O-])C(O)(C(=O)[O-])CC(=O)[O-])C (3-methyl-1-butyl)citrat